C1=CC(=C(C(=C1F)F)N)Br 2-amino-3,4-difluorobromobenzene